dimethyl-pyrazole-4-carboxylic acid CC1=C(C(=NN1)C)C(=O)O